1,1,1,3,3,3-Hexafluoropropan-2-yl (S)-1-(thiazol-2-ylcarbamoyl)-6-azaspiro[2.5]octan-6-carboxylat S1C(=NC=C1)NC(=O)[C@H]1CC12CCN(CC2)C(=O)OC(C(F)(F)F)C(F)(F)F